FC1=C(C=C(C(=O)N)C=C1)C(F)(F)F 4-fluoro-3-(trifluoromethyl)benzamide